CC1=NC2=CC=CC(=C2C(N1C1C(NC(CC1)=O)=O)=O)NCCOCCN1CCC(CC1)N1CCN(CC1)C 3-(2-methyl-5-((2-(2-(4-(4-methylpiperazin-1-yl)piperidin-1-yl)ethoxy)ethyl)amino)-4-Oxoquinazolin-3(4H)-yl)piperidine-2,6-dione